[(2R,4S)-4-Hydroxymethyl-pyrrolidin-2-yl]methyloxyl-7-oxo-6-(sulfooxy)-1,6-diazabicyclo[3.2.1]octane-2-carboxamide OC[C@H]1C[C@@H](NC1)COC1(N2C(N(C(CC1)C2)OS(=O)(=O)O)=O)C(=O)N